C(#N)C=1C=NN2C1C(=CC(=C2)OCC(C)(C)O)C=2C=CC(=NC2)N2CCSCC2 4-(5-(3-cyano-6-(2-hydroxy-2-methylpropyloxy)pyrazolo[1,5-a]pyridin-4-yl)pyridin-2-yl)-1-thiomorpholine